2-[6-[4-(2,7-diazaspiro[3.4]octan-2-yl)phenyl]-4-fluoro-1-oxo-isoindolin-2-yl]-2-(6,7-dihydro-5H-pyrrolo[1,2-c]imidazol-1-yl)-N-thiazol-2-yl-acetamide C1N(CC12CCNC2)C2=CC=C(C=C2)C2=CC(=C1CN(C(C1=C2)=O)C(C(=O)NC=2SC=CN2)C2=C1N(C=N2)CCC1)F